ClC=1C(=NC(=NC1)N[C@@H]1[C@@H]([C@H]2C(O[C@@H]([C@H]1O)O2)([2H])[2H])[2H])C=2C=C(C1=C(N(C(=N1)C(C)(C)O)C(C)C)C2)F (1S,2S,3R,4S,5R)-3-((5-chloro-4-(4-fluoro-2-(2-hydroxypropan-2-yl)-1-isopropyl-1H-benzo[d]imidazol-6-yl)pyrimidin-2-yl)amino)-6,8-dioxabicyclo[3.2.1]octan-2,7,7-d3-4-ol